Cl.NCCN1C(C=CC1=O)=O 1-(2-aminoethyl)-pyrrole-2,5-dione hydrochloride